FC=1C=C(C=CC1F)CN1CCC(CC1)CN1N=C(C=CC1=O)C1=C(N=C(S1)C)C 2-[[1-[(3,4-difluorophenyl)methyl]piperidin-4-yl]methyl]-6-(2,4-dimethyl-1,3-thiazol-5-yl)pyridazin-3-one